OCCN1C(C2=CC(=CC=C2C1)C1=CC=C(C=C1)S(=O)(=O)N1CCC(CC1)NC1=NC=C(C=C1)C(F)(F)F)=O 2-(2-Hydroxyethyl)-6-(4-((4-((5-(trifluoromethyl)pyridin-2-yl)amino)piperidin-1-yl)sulfonyl)phenyl)isoindolin-1-one